tri-ammonium ethylenediamine tetraacetate C(C)(=O)ON(CCN(OC(C)=O)OC(C)=O)OC(C)=O.[NH4+].[NH4+].[NH4+]